[3-(trifluoromethyl)-1-bicyclo[1.1.1]pentanyl]methyl methanesulfonate CS(=O)(=O)OCC12CC(C1)(C2)C(F)(F)F